(S)-(5-chloro-6-(4-methylpiperazin-1-yl)pyrazolo[1,5-a]pyridin-3-yl)(4-(5-fluorobenzo[d]oxazol-2-yl)-6,7-dihydro-1H-imidazo[4,5-c]pyridin-5(4H)-yl)methanone ClC1=CC=2N(C=C1N1CCN(CC1)C)N=CC2C(=O)N2[C@@H](C1=C(CC2)NC=N1)C=1OC2=C(N1)C=C(C=C2)F